C(C1=CC=CC=C1)OC1=C(CN2C=CC3=C2N=C(N=C3)Cl)C=CC(=C1)C=1N(C=C(N1)C(F)(F)F)C(C)C 7-(2-(benzyloxy)-4-(1-isopropyl-4-(trifluoromethyl)-1H-imidazol-2-yl)benzyl)-2-chloro-7H-pyrrolo[2,3-d]pyrimidine